CC=1C=CC(=NC1)C1=CC=CC=C1 5-methyl-2-phenylpyridine